FC(OC1=CC=C(CN)C=C1)(F)F (4-trifluoromethoxy-benzyl)amine